COC1=CC=C(CNC=2C=3N(C4=CC=C(C=C4N2)C2=CC=NN2C2OCCCC2)C=C(C3)C=O)C=C1 4-((4-methoxybenzyl)amino)-7-(1-(tetrahydro-2H-pyran-2-yl)-1H-pyrazol-5-yl)pyrrolo[1,2-a]quinoxaline-2-carbaldehyde